perfluoro-tert-butanol magnesium salt [Mg].FC(C(C(F)(F)F)(C(F)(F)F)O)(F)F